2-(4-tertbutoxycarbonylpiperazin-1-yl)acetic acid C(C)(C)(C)OC(=O)N1CCN(CC1)CC(=O)O